ammonium ((2R,3S,5R)-5-(4-amino-2-oxopyrimidin-1(2H)-yl)-3-(((benzyloxy)(hydroxy)phosphoryl)oxy)tetrahydrofuran-2-yl)methyl benzyl hydrogen phosphate P(=O)(OC[C@H]1O[C@H](C[C@@H]1OP(=O)(O)OCC1=CC=CC=C1)N1C(N=C(C=C1)N)=O)(OCC1=CC=CC=C1)O.[NH4+]